(R)-3-(4-Amino-6-(dimethylamino)pyrido[3,2-d]pyrimidin-8-yl)-2,4-dimethylphenol NC=1C2=C(N=CN1)C(=CC(=N2)N(C)C)C=2C(=C(C=CC2C)O)C